C(C)(C)(C)OC(=O)N1[C@@H](CCC1)C(=O)O N-(t-butoxycarbonyl)-proline